(2S,4R)-N-[(S)-[5-(3,3-difluorocyclobutyl)-6-fluoropyridin-2-yl](phenyl)methyl]-1-[2-(6-ethoxy-5-methylpyridin-3-yl)acetyl]-4-fluoropyrrolidine-2-carboxamide FC1(CC(C1)C=1C=CC(=NC1F)[C@@H](NC(=O)[C@H]1N(C[C@@H](C1)F)C(CC=1C=NC(=C(C1)C)OCC)=O)C1=CC=CC=C1)F